5-ethyl-4-(4,4,5,5-tetramethyl-1,3,2-dioxaborolan-2-yl)-1H-indazole C(C)C=1C(=C2C=NNC2=CC1)B1OC(C(O1)(C)C)(C)C